CN1C(=NC2=C1C=CC(=C2)C(=O)NC2(CC2)C(=O)O)NC=2SC1=C(N2)C=CC(=C1)OC(F)(F)F 1-{[1-Methyl-2-(6-trifluoromethoxy-benzothiazol-2-ylamino)-1H-benzimidazole-5-carbonyl]-amino}-cyclopropanecarboxylic acid